Spiro[3.3]heptane-2-carbonyl chloride C1C(CC12CCC2)C(=O)Cl